FC1=C(CN2C(N(C(C3=C2SC(=C3CN(C)C)C3=CC=C(C=C3)[N+](=O)[O-])=O)C3=NC(=CC=C3)OCC3COC3)=O)C(=CC=C1)F 1-(2,6-difluorobenzyl)-5-((dimethylamino)methyl)-6-(4-nitrophenyl)-3-(6-(oxetan-3-ylmethoxy)pyridin-2-yl)thieno[2,3-d]pyrimidine-2,4(1h,3h)-dione